C1(CC1)C(CC1=C(C=C(C(=C1)OC)C)OC)N cyclopropYl-2-(2,5-dimethoxY-4-methYlphenyl)ethan-1-amine